C(C)[Si](C=1OC(=CC1)CCCCC)(CC)CC triethyl-(5-pentylfuran-2-yl)silane